CN(CCOC1=CC=C(C=C1)B(O)O)C (4-[2-(dimethylamino)ethoxy]phenyl)boronic acid